diethyl succinate (1-trifluoromethylethylsuccinate) FC(C(C)C(C(=O)O)CC(=O)O)(F)F.C(CCC(=O)OCC)(=O)OCC